(E)-Ethyl 5-phenyl-4-(tert-butoxy-carbonylamino)-2-methylpent-2-enoate C1(=CC=CC=C1)CC(/C=C(/C(=O)OCC)\C)NC(=O)OC(C)(C)C